BrC1=NC(=C(C2=C1CCC2)Br)C(CC2=CC(=CC(=C2)F)F)NC(OC(C)(C)C)=O Tert-butyl (1-(1,4-dibromo-6,7-dihydro-5H-cyclopenta[c]pyridin-3-yl)-2-(3,5-difluorophenyl)ethyl)carbamate